P(=O)(OCC(CCCC)CC)(OCC(CCCC)CC)O di(2-ethylhexyl) hydrogen phosphate